benzoic acid, glycidyl ester C(C1=CC=CC=C1)(=O)OCC1CO1